N-(2-fluorobenzyl)propionamide FC1=C(CNC(CC)=O)C=CC=C1